4-amino-3-[6-(4-benzoylphenyl)pyridin-3-ylazo]naphthalene-1-sulfonic acid NC1=C(C=C(C2=CC=CC=C12)S(=O)(=O)O)N=NC=1C=NC(=CC1)C1=CC=C(C=C1)C(C1=CC=CC=C1)=O